2-(N-(3-chloro-4-(trifluoromethoxy)phenyl)-3-(triisopropylsilyl)propiolamido)-3,3-dimethyl-butanoic acid ClC=1C=C(C=CC1OC(F)(F)F)N(C(C#C[Si](C(C)C)(C(C)C)C(C)C)=O)C(C(=O)O)C(C)(C)C